C(#N)[C@@]1(COCC2=NC=C(C=C21)C(=O)O)C (R)-5-cyano-5-methyl-6,8-dihydro-5H-pyrano[3,4-b]pyridine-3-carboxylic acid